2-(4-fluoropiperidin-4-yl)-5-((1S,5R)-5-(trifluoromethyl)-3-(8-(trifluoromethyl)quinolin-5-yl)-3-azabicyclo[3.1.0]hexane-1-yl)-1,3,4-oxadiazole FC1(CCNCC1)C=1OC(=NN1)[C@@]12CN(C[C@]2(C1)C(F)(F)F)C1=C2C=CC=NC2=C(C=C1)C(F)(F)F